C(C1=CC=C(C=C1)OC)OC=1C(C(=O)[O-])=CC=CC1 Anisylsalicylat